4-(ethoxymethyl)-1-((1-methyl-1H-pyrazol-4-yl)methyl)-4-(2-(5-methyl-thiophen-3-yl)ethyl)piperidine C(C)OCC1(CCN(CC1)CC=1C=NN(C1)C)CCC1=CSC(=C1)C